C1(CC1)CC1=C(C=NN1C)C1=NC(=NC=C1C(F)(F)F)NC1CCC(CC1)N (1R,4R)-N1-(4-(5-(cyclopropyl-methyl)-1-methyl-1H-pyrazol-4-yl)-5-(trifluoro-methyl)pyrimidin-2-yl)cyclohexane-1,4-diamine